C1(N=CC2=CC=CC=C12)=N isoindoleimine